4-fluoro-1,2-dinitrobenzene FC1=CC(=C(C=C1)[N+](=O)[O-])[N+](=O)[O-]